BrC1=CN=C(N=N1)N1CCC2(CC1)[C@@H](C1=CC=CC=C1C2)N[S@@](=O)C(C)(C)C (S)-N-((S)-1'-(6-bromo-1,2,4-triazin-3-yl)-1,3-dihydrospiro[inden-2,4'-piperidin]-1-yl)-2-methylpropan-2-sulfinamide